Indol-6-amine N1C=CC2=CC=C(C=C12)N